tert-butyl (R)-(2-phenyl-2-((4-(trifluoromethoxy)phenyl)sulfonamido) ethyl)carbamate C1(=CC=CC=C1)[C@H](CNC(OC(C)(C)C)=O)NS(=O)(=O)C1=CC=C(C=C1)OC(F)(F)F